tert-butyl (S)-4-(2-(4-(4-chlorophenyl)-2,3,9-trimethyl-6H-thieno[3,2-f][1,2,4]triazolo[4,3-a][1,4]diazepin-6-yl)acetyl)piperazine-1-carboxylate ClC1=CC=C(C=C1)C1=N[C@H](C=2N(C3=C1C(=C(S3)C)C)C(=NN2)C)CC(=O)N2CCN(CC2)C(=O)OC(C)(C)C